terbium methylbutyrate COC(CCC)=O.[Tb]